ClC1=CC=CC2=C1C(=NO2)NS(=O)(=O)C2=C(C=CC=C2)OC(F)F N-(4-chlorobenzo[d]isoxazol-3-yl)-2-(difluoromethoxy)benzenesulfonamide